3-(5-(3-((3-((4-(4-amino-3-(4-phenoxyphenyl)-1H-pyrazolo[3,4-d]pyrimidin-1-yl)piperidin-1-yl)methyl)azetidin-1-yl)methyl)azetidin-1-yl)-1-oxoisoindolin-2-yl)piperidine-2,6-dione NC1=C2C(=NC=N1)N(N=C2C2=CC=C(C=C2)OC2=CC=CC=C2)C2CCN(CC2)CC2CN(C2)CC2CN(C2)C=2C=C1CN(C(C1=CC2)=O)C2C(NC(CC2)=O)=O